CC1=NC(=NO1)C1=CC=C2C=CN=C(C2=C1)NCCC#N 3-[[7-(5-methyl-1,2,4-oxadiazol-3-yl)isoquinolin-1-yl]amino]propionitrile